(4-aminopiperidin-1-yl)-N-(3-chloro-4-fluorophenyl)-2-(methylsulfonyl)pyrimidin-4-amine NC1CCN(CC1)C=1C(=NC(=NC1)S(=O)(=O)C)NC1=CC(=C(C=C1)F)Cl